5-[(6-chloro-3-{[(5-methanesulfonyl-1H-1,3-benzodiazol-2-yl)methyl]amino}-1,2,4-triazin-5-yl)carbamoyl]naphthalene-1-carboxylic acid ClC1=C(N=C(N=N1)NCC1=NC2=C(N1)C=CC(=C2)S(=O)(=O)C)NC(=O)C2=C1C=CC=C(C1=CC=C2)C(=O)O